N-((1S)-1-cyclohexyl-2-((2-(5-methyl-2-oxotetrahydropyrimidin-1(2H)-yl)-2-(methylcarbamoyl)-2,3-dihydro-1H-inden-5-yl)amino)-2-oxoethyl)-1-methyl-1H-pyrazole-5-carboxamide C1(CCCCC1)[C@@H](C(=O)NC=1C=C2CC(CC2=CC1)(C(NC)=O)N1C(NCC(C1)C)=O)NC(=O)C1=CC=NN1C